((1r,3r)-3-(4-fluoro-3-(trifluoromethoxy)phenoxy)cyclobutyl)carbamic acid FC1=C(C=C(OC2CC(C2)NC(O)=O)C=C1)OC(F)(F)F